1-(4-Benzylpiperazin-1-yl)-3-((1,2,3,4-tetrahydroacridin-9-yl)amino)propan-2-ol C(C1=CC=CC=C1)N1CCN(CC1)CC(CNC=1C2=CC=CC=C2N=C2CCCCC12)O